(1R,3S)-N-(6-bromo-7-chloroisoquinolin-3-yl)-5-oxaspiro[2.4]heptane-1-carboxamide BrC=1C=C2C=C(N=CC2=CC1Cl)NC(=O)[C@@H]1C[C@@]12COCC2